FC1=C(C=CC(=C1)F)C1(CCC1)C(=O)N1C[C@H](N(CC1)C=1C=CC(=NC1C(=O)N[C@H]1CN(CC1)C)C=1C(=NC=CC1)OCC)CC 5-[(2R)-4-[1-(2,4-difluorophenyl)cyclobutanecarbonyl]-2-ethylpiperazin-1-yl]-2'-ethoxy-N-[(3R)-1-methylpyrrolidin-3-yl]-[2,3'-bipyridine]-6-carboxamide